4-{3-[2-hydroxy-6-methyl-4-(trifluoromethyl)phenyl]-5-methyl-7H-pyrrolo[2,3-c]pyridazin-7-yl}bicyclo[2.1.1]hexan-1-ol OC1=C(C(=CC(=C1)C(F)(F)F)C)C1=CC2=C(N=N1)N(C=C2C)C21CCC(C2)(C1)O